2-chloro-3-(methylthio)-N-(1,3,4-oxadiazol-2-yl)-4-(trifluoromethoxy)benzamide ClC1=C(C(=O)NC=2OC=NN2)C=CC(=C1SC)OC(F)(F)F